S1C=NC=C1C1=CC=C(C=C1)C1=CC=C(C=C1)C=1N=NNC1C(=O)O 4-(4'-(thiazol-5-yl)-[1,1'-biphenyl]-4-yl)-1H-1,2,3-triazole-5-carboxylic acid